NC1=CC(=C(C=C1)O)Cl 4-amino-2-chloro-phenol